N-[2-chloro-4-(4-methyl-2-phenylpiperazine-1-carbonyl)-3-pyrrolidin-1-ylphenyl]cyclopropanecarboxamide ClC1=C(C=CC(=C1N1CCCC1)C(=O)N1C(CN(CC1)C)C1=CC=CC=C1)NC(=O)C1CC1